NCC1=CC=C(C=C1)NC(N(CCCCO)CC1=CC=C(C(=O)O)C=C1)=O 4-((3-(4-(aminomethyl)phenyl)-1-(4-hydroxybutyl)ureido)methyl)benzoic acid